C1(CCCC1)CNC(=O)C=1C=C(C=C2C=CC=NC12)CC N-(cyclopentylmethyl)-6-ethylquinoline-8-carboxamide